3-((S)-3-(2,5-Dichloro-7H-pyrrolo[2,3-d]pyrimidin-7-yl)-2-methylpropoxy)-1-((1r,4S)-4-methoxycyclohexyl)-5-methyl-1H-pyrazol-4-amine ClC=1N=CC2=C(N1)N(C=C2Cl)C[C@@H](COC2=NN(C(=C2N)C)C2CCC(CC2)OC)C